2-methyl-furanium tetrafluoroborate F[B-](F)(F)F.CC=1[OH+]C=CC1